N,N-diethyl-2-(6-amino-4-oxo-3(4H)-quinazolinyl)acetamide C(C)N(C(CN1C=NC2=CC=C(C=C2C1=O)N)=O)CC